C(#N)C1=C(N(N=C1C1=CC=C(C=C1)CC(=O)NC1=C(C(=NO1)CC(C)(C)C)F)C(C)C)NC(OC(C)(C)C)=O tert-Butyl N-[4-cyano-5-[4-[2-[[3-(2,2-dimethylpropyl)-4-fluoro-isoxazol-5-yl]amino]-2-oxoethyl]phenyl]-2-isopropyl-pyrazol-3-yl]carbamate